BrC1=C(N)C=C(C(=C1C)C)C 2-bromo-3,4,5-trimethyl-aniline